3,4-dimethoxyphenylacethydrazide COC=1C=C(C=CC1OC)CC(=O)NN